N-(3-(4'-((tetrahydro-2H-pyran-4-yl)oxy)-4,5,5',6'-tetrahydro-2H-spiro[furan-3,8'-pyrano[3,4-b]pyridin]-2'-yl)-1H-pyrrolo[2,3-c]pyridin-5-yl)acetamide O1CCC(CC1)OC1=C2C(=NC(=C1)C1=CNC3=CN=C(C=C31)NC(C)=O)C3(OCC2)COCC3